(3-((5-trifluoromethyl-2-chloropyrimidine-4-yl)amino)quinolin-5-yl)dimethylphosphine oxide FC(C=1C(=NC(=NC1)Cl)NC=1C=NC2=CC=CC(=C2C1)P(C)(C)=O)(F)F